ClC=1C(=C(C=CC1F)[C@@H](NC(=O)N1[C@H](C(NCC1)=O)C1CC1)[C@@H]1C[C@H](C1)C(F)(F)F)F (S)-N-((S)-(3-chloro-2,4-difluorophenyl)(trans-3-(trifluoromethyl)cyclobutyl)methyl)-2-cyclopropyl-3-oxopiperazine-1-carboxamide